2-((6-(oxetan-3-yloxy)-1H-pyrrolo[2,3-b]pyridin-5-yl)oxy)benzamide O1CC(C1)OC1=C(C=C2C(=N1)NC=C2)OC2=C(C(=O)N)C=CC=C2